1-t-butoxycarbonyl-3,6-dihydro-2H-pyridine-5-boronic acid pinacol ester C(C)(C)(C)OC(=O)N1CCC=C(C1)B1OC(C)(C)C(C)(C)O1